FC(C=1C=C(C=C(C1)C(F)(F)F)C(C1NCCC1)(O[Si](C)(C)CC)C1=CC(=CC(=C1)C(F)(F)F)C(F)(F)F)(F)F 2-{bis-[3,5-bis(trifluoromethyl)phenyl]-ethyl-dimethylsiloxy-methyl}-pyrrolidine